O1CC(=CCC12CCN(CC2)C(=O)OC(C)(C)C)C(=O)OC 9-(tert-butyl) 3-methyl 1-oxa-9-azaspiro[5.5]undec-3-ene-3,9-dicarboxylate